ClC1=C(C=CC(=C1)Cl)C=1CCCC2=C(C1C1=CC=C(C=C1)CC1CN(C1)CCCF)C=CC=C2C 8-(2,4-Dichlorophenyl)-9-(4-((1-(3-fluoropropyl)azetidin-3-yl)methyl)phenyl)-4-methyl-6,7-dihydro-5H-benzo[7]annulen